(2R,3S,4S)-2-{[4-(2,2-difluoro-1,3-dihydroinden-5-yl)phenyl]methyl}-4-hydroxypyrrolidin-3-yl N-[2-(piperidin-4-yl)ethyl]carbamate N1CCC(CC1)CCNC(O[C@H]1[C@H](NC[C@@H]1O)CC1=CC=C(C=C1)C=1C=C2CC(CC2=CC1)(F)F)=O